tert-butyl 4-(4-(3-methyl-4-((3-(1-methylcyclopropyl)-1,2,4-oxadiazole-5-carboxamido) methyl)phenyl)pyrimidin-5-yl)piperazine-1-carboxylate CC=1C=C(C=CC1CNC(=O)C1=NC(=NO1)C1(CC1)C)C1=NC=NC=C1N1CCN(CC1)C(=O)OC(C)(C)C